C([C@H]([C@H]([C@@H]([C@H]([C@@H](C(=O)[O-])O)O)O)O)O)O.[Na+] sodium β-glucoheptonate